oxo-4'-phenyldispiro[cyclobutane-1,2'-pyrrolidine-3',3''-indoline]-5'-carboxamide O=C1NC2=CC=CC=C2C12C1(NC(C2C2=CC=CC=C2)C(=O)N)CCC1